NC1=C(C(=CC(=C1)C(N)=O)OCCO[Si](C)(C)C(C)(C)C)NC/C=C/CNC(OC(C)(C)C)=O tert-butyl (E)-(4-((2-amino-6-(2-((tert-butyldimethylsilyl)oxy)ethoxy)-4-carbamoylphenyl)amino)but-2-en-1-yl)carbamate